ClC1=C(C=C(C=C1)OC)S(=O)(=O)NC(=O)C=1N=C(N(C1)C1=CC(=CC(=C1)Cl)Cl)C N-[(2-chloro-5-methoxyphenyl)sulfonyl]-1-(3,5-dichlorophenyl)-2-methyl-1H-imidazole-4-carboxamide